4-(prop-2-en-1-yl)furan C(C=C)C=1C=COC1